NC=1C(=NN(C1)[C@@H]1CC[C@H](CC1)CO)C(F)F ((trans)-4-(4-amino-3-(difluoromethyl)-1H-pyrazol-1-yl)cyclohexyl)methanol